C(C)(C)C1=C(NC2=CC=C(C=C12)C1CCC(CC1)NCC(=O)NC1COC1)C=1C=C(C=2N(C1)N=CN2)OC 2-((4-(3-isopropyl-2-(8-methoxy-[1,2,4]triazolo[1,5-a]pyridin-6-yl)-1H-indol-5-yl)cyclohexyl)amino)-N-(oxetan-3-yl)acetamide